CN1C=[N+](C2=C1C(=O)NC(=N2)N)[C@H]3[C@@H]([C@@H]([C@H](O3)CO)O)O The molecule is a positively charged methylguanosine in which a single methyl substituent is located at position 7. It has a role as a metabolite. It is a methylguanosine and an organic cation.